methyl (3S)-3-(2-(4-((5-fluoro-1,4,5,6-tetrahydropyrimidin-2-yl)amino)-1H-indazole-6-carboxamido)acetamido)-3-(3-(trifluoromethoxy)phenyl)propanoate trifluoroacetate FC(C(=O)O)(F)F.FC1CN=C(NC1)NC1=C2C=NNC2=CC(=C1)C(=O)NCC(=O)N[C@@H](CC(=O)OC)C1=CC(=CC=C1)OC(F)(F)F